ClC=1C=C(C=CC1Cl)N=C=O 3,4-Dichloro-phenylisocyanate